FC=1C=CC(=NC1)C1=NN(C=C1C1=C2C(=NC=C1)NC(=C2)C2(COCC2)O)C 3-(4-(3-(5-fluoropyridin-2-yl)-1-methyl-1H-pyrazol-4-yl)-1H-pyrrolo[2,3-b]pyridin-2-yl)tetrahydrofuran-3-ol